Methyl 6-((4-((2-cyclopropyl-4-phenylthiazol-5-yl)oxy)pyridin-2-yl)amino)nicotinate C1(CC1)C=1SC(=C(N1)C1=CC=CC=C1)OC1=CC(=NC=C1)NC1=NC=C(C(=O)OC)C=C1